COC=1C=NC=C(C1N1N=C(C=C1)N)OCC1=CC=C(C=C1)OC (3-methoxy-5-((4-methoxybenzyl)oxy)pyridin-4-yl)-1H-pyrazol-3-amine